rel-(2S)-2-(4-Acetylpiperazin-1-yl)-2-(4-fluoro-2-{rel-(S)-cyclooctyl-[(3-methyl-isoxazole-4-carbonyl)amino]methyl}-1H-benzimidazol-5-yl)acetic acid tert-butyl ester C(C)(C)(C)OC([C@H](C1=C(C2=C(NC(=N2)[C@@H](NC(=O)C=2C(=NOC2)C)C2CCCCCCC2)C=C1)F)N1CCN(CC1)C(C)=O)=O |o1:6,14|